(R)-2-(2-fluoro-4-(pyrrolidin-2-yl)phenyl)-N-(1-methylpiperidin-4-yl)benzo[d]imidazo[2,1-b]thiazole-7-carboxamide FC1=C(C=CC(=C1)[C@@H]1NCCC1)C=1N=C2SC3=C(N2C1)C=CC(=C3)C(=O)NC3CCN(CC3)C